3-(3,3-difluoropyrrolidin-1-yl)-4-(((1-methylcyclopropyl)sulfonyl)carbamoyl)benzoic acid FC1(CN(CC1)C=1C=C(C(=O)O)C=CC1C(NS(=O)(=O)C1(CC1)C)=O)F